NC=1C(=NC(=CN1)C1=C(C=CC(=C1)[C@@](C(F)F)(CO)O)C([2H])([2H])[2H])C(=O)NC1CCOCC1 (S)-3-amino-6-(5-(1,1-difluoro-2,3-dihydroxypropan-2-yl)-2-(methyl-d3)phenyl)-N-(tetrahydro-2H-pyran-4-yl)pyrazine-2-carboxamide